ClC1=C(C=C2CCNCC2=C1)NC1=NC=C(C(=N1)C=1SC=C(C1)S(=O)(=O)C(F)(F)F)C(F)(F)F 7-chloro-N-(5-(trifluoromethyl)-4-(4-((trifluoromethyl)sulfonyl)thiophen-2-yl)pyrimidin-2-yl)-1,2,3,4-tetrahydroisoquinolin-6-amine